C(C)(=O)C1=CC(=NC(=N1)C1CC1)C(=O)NC1=CC(=CC=C1)C1(COC1)CC1=NN=CN1C 6-acetyl-2-cyclopropyl-N-(3-{3-[(4-methyl-1,2,4-triazol-3-yl)methyl]oxetan-3-yl}phenyl)pyrimidine-4-carboxamide